6-fluorobenzofuran-3-carboxylic acid FC1=CC2=C(C(=CO2)C(=O)O)C=C1